4-ethylcyclohexyl α-chloroacrylate ClC(C(=O)OC1CCC(CC1)CC)=C